decahydro-2,4-naphthalenedicarboxylic acid C1C(CC(C2CCCCC12)C(=O)O)C(=O)O